(S)-1-(1-(4-fluorophenyl)propyl)-N-((5-phenyl-1,3,4-thiadiazol-2-yl)methyl)-1H-1,2,3-triazole-4-carboxamide FC1=CC=C(C=C1)[C@H](CC)N1N=NC(=C1)C(=O)NCC=1SC(=NN1)C1=CC=CC=C1